ClC=1C=C2C=C(NC2=CC1OCC1=CC(=NO1)C)CNC(=O)[C@@H]1OCCC1 (R)-N-((5-chloro-6-((3-methylisoxazol-5-yl)methoxy)-1H-indol-2-yl)methyl)tetrahydrofuran-2-carboxamide